FC=1C(=C2CCN(C2=CC1)C1C(NC(CC1)=O)=O)N1CCNCC1 3-(5-fluoro-4-piperazin-1-yl-indolin-1-yl)piperidine-2,6-dione